(R)-N-(2-((2-(dimethylamino)ethyl)thio)-4-methoxy-5-((6-(3-(3-phenoxyphenyl)isoxazolidin-2-yl)pyrimidin-4-yl)amino)phenyl)acrylamide CN(CCSC1=C(C=C(C(=C1)OC)NC1=NC=NC(=C1)N1OCC[C@@H]1C1=CC(=CC=C1)OC1=CC=CC=C1)NC(C=C)=O)C